ClC1=NN2C(N=CC3=C2[C@](C[C@@H]3C(=O)NC=3C=NC(=C(C3)Cl)N3N=CC=N3)(C3=NN(C=C3)C)C)=C1 (6S,8S)-2-chloro-N-(5-chloro-6-(2H-1,2,3-triazol-2-yl)pyridin-3-yl)-8-methyl-8-(1-methyl-1H-pyrazol-3-yl)-7,8-dihydro-6H-cyclopenta[e]pyrazolo[1,5-a]pyrimidine-6-carboxamide